CN1C(=NC=C1[N+](=O)[O-])\C=C/1\C(N=C(S1)N(C)C)=O (5Z)-5-[(1-methyl-5-nitro-1H-imidazole-2-yl)methylene]-2-(dimethylamino)-4(5H)thiazolone